rac-1-amino-3-methylpentan-2-one hydrochloride rac-ethyl-5-sec-butyl-1,3-oxazole-4-carboxylate C(C)OC(=O)C=1N=COC1[C@H](C)CC.Cl.NCC([C@@H](CC)C)=O |r|